N-(3-bromo-4-fluorophenyl)-N'-hydroxy-4-((2-(6-carbonyl-1,6-dihydropyridazin-3-yl)ethyl)amino)-1,2,5-oxadiazole-3-carboxamidine BrC=1C=C(C=CC1F)NC(=NO)C1=NON=C1NCCC1=NNC(C=C1)=C=O